8,9-difluoro-1-(((R)-1-(4-methoxyphenyl)ethyl)(methyl)amino)-5-methyl-1,5-dihydro-2H-pyrano[3,4-c]isoquinolin-6(4H)-one FC=1C(=CC=2C3=C(N(C(C2C1)=O)C)COCC3N(C)[C@H](C)C3=CC=C(C=C3)OC)F